(1H-1,2,3-benzotriazol-1-yloxy)-tris(pyrrolidino(pyrrolidino))phosphonium racemic-methyl-4-amino-3-((3-methoxy-3-methylbutan-2-yl)amino)benzoate COC(C1=CC(=C(C=C1)N)N[C@H](C)C(C)(C)OC)=O.N1(N=NC2=C1C=CC=C2)O[P+](N2C(CCC2)N2CCCC2)(N2C(CCC2)N2CCCC2)N2C(CCC2)N2CCCC2 |r|